(R)-2-((2-methoxyphenyl)(4-methoxyphenyl)(phenyl)methyl)-1H-indole COC1=C(C=CC=C1)[C@@](C=1NC2=CC=CC=C2C1)(C1=CC=CC=C1)C1=CC=C(C=C1)OC